C(#N)C=1C=CC(=C(C1)C1=CN=C(O1)C(=O)N[C@H]1CN([C@@H](C1)CF)C#N)OC1CC1 5-(5-Cyano-2-cyclopropoxyphenyl)-N-((3R,5S)-1-cyano-5-(fluoromethyl)pyrrolidin-3-yl)oxazole-2-carboxamide